C12COCC(CC1)N2CC(=O)NC=2N=CC1=CC=C(C=C1C2)C=2N=NN(C2)C 2-(3-oxa-8-azabicyclo[3.2.1]oct-8-yl)-N-(6-(1-methyl-1H-1,2,3-triazol-4-yl)isoquinolin-3-yl)acetamide